2-(1-(tert-Butyl)-1H-pyrazol-4-yl)-3-isopropyl-7-(1H-pyrazol-4-yl)imidazo[2,1-f][1,2,4]triazin-4(3H)-one C(C)(C)(C)N1N=CC(=C1)C1=NN2C(C(N1C(C)C)=O)=NC=C2C=2C=NNC2